COC=1C=C(CNC(=O)NC2=CC(=CC=C2)C(F)(F)F)C=CC1OCCN1CCN(CC1)C1=CC=C(C=C1)OC 1-{3-methoxy-4-{2-[4-(4-methoxyphenyl)piperazin-1-yl]ethoxy}benzyl}-3-(3-trifluoromethylphenyl)urea